COC1(CC(C1)C(=O)OC)C methyl (1s,3s)-3-methoxy-3-methylcyclobutane-1-carboxylate